(4-anilinophenyl)methanone N(C1=CC=CC=C1)C1=CC=C(C=C1)C=O